ClC=1C(=NC=C(C1)Cl)OC1CCC2(C(NC3=CC(=C(C=C23)C(=O)N)F)=O)CC1 Cis-4-((3,5-dichloropyridin-2-yl)oxy)-6'-fluoro-2'-oxospiro[cyclohexane-1,3'-indoline]-5'-carboxamide